CN1C(CCCC1)CC(=O)NC1CCC2=CC(=CC=C12)CNC(=O)C1=CC(=C(C=C1)C)O N-[(1-{[(1-methyl-2-piperidyl)methyl]carbonylamino}-5-indanyl)methyl]-2-hydroxy-4-toluamide